FC1=C(C=CC=C1F)C=1C(=C(C(=O)C2=CC=CC=C2)C=CC1)C 2,3-difluorophenyl-methyl-benzophenone